ClC=1C=C(C=CC1Cl)CC(=O)NCC1=C(C=CC(=C1)C=1N=C2N(C1)CCC2)O 2-(3,4-dichlorophenyl)-N-(5-(6,7-dihydro-5H-pyrrolo[1,2-a]imidazol-2-yl)-2-hydroxybenzyl)acetamide